ClC=1C=C(C=CC1F)NC(=O)[C@H]1N(CCC1)C1=NC(=CC(=C1)C(F)(F)F)C (S)-N-(3-chloro-4-fluorophenyl)-1-(6-methyl-4-(trifluoromethyl)pyridin-2-yl)pyrrolidine-2-carboxamide